5-nitro-1,3-benzoxazole [N+](=O)([O-])C=1C=CC2=C(N=CO2)C1